(7-((3-Chloro-6-methylpyridin-2-yl)oxy)-2-azaspiro[3.5]nonan-2-yl)((1s,3s)-3-hydroxy-3-methylcyclobutyl)methanon ClC=1C(=NC(=CC1)C)OC1CCC2(CN(C2)C(=O)C2CC(C2)(C)O)CC1